C(C)(C)(C)OC(NC1=CC(=CC=C1)CBr)=O.FC1=C(C=O)C(=CC=C1B1OC(C(O1)(C)C)(C)C)F 2,6-Difluoro-3-(4,4,5,5-tetramethyl-1,3,2-dioxaborolan-2-yl)benzaldehyde tert-Butyl-3-(bromomethyl)phenylcarbamate